1-(3-fluoro-2-methoxyphenyl)-6-((5-fluoropyridin-2-yl)amino)-1,2-dihydro-3H-pyrazolo[4,3-c]pyridin-3-one FC=1C(=C(C=CC1)N1NC(C=2C=NC(=CC21)NC2=NC=C(C=C2)F)=O)OC